ClC1=CC=C(C=N1)N1CCC2([C@@H](C=3N(N=CC3)C2)N[S@@](=O)C(C)(C)C)CC1 (S)-N-((S)-1-(6-chloropyridin-3-yl)-4'H,6'H-spiro[piperidine-4,5'-pyrrolo[1,2-b]pyrazole]-4'-yl)-2-methylpropan-2-sulfinamide